di-n-heptyl-diphenylethyl-ammonium hydroxide [OH-].C(CCCCCC)[NH+](CC(C1=CC=CC=C1)C1=CC=CC=C1)CCCCCCC